ethyl 8-bromo-1-(3,5-dichlorophenyl)-7-methoxy-5H-isochromeno[4,3-c]pyrazole-3-carboxylate BrC1=CC2=C(C=C1OC)COC1=C2N(N=C1C(=O)OCC)C1=CC(=CC(=C1)Cl)Cl